N[C@]1(CC([C@H]2[C@H]([C@H]12)C(=O)O)=S(=O)=O)C(=O)O (-)-(1R,4S,5S,6S)-4-amino-2-sulfonylbicyclo[3.1.0]-hexane-4,6-dicarboxylic acid